ClC1=C(C(=O)N)C(=CC=C1)CN1C(C2=CC=C(C=C2C=N1)S(=O)(=O)C1=CC=CC=C1)=O 2-chloro-6-((1-oxo-6-(phenylsulfonyl)phthalazin-2(1H)-yl)methyl)benzamide